methyl 4-(benzylamino)-2-chloropyrrolo[2,1-f][1,2,4]triazine-7-carboxylate C(C1=CC=CC=C1)NC1=NC(=NN2C1=CC=C2C(=O)OC)Cl